4-[[2-[cyclopropyl(difluoro)methyl]-4-pyridyl]oxy]-3,5-difluoro-benzaldehyde C1(CC1)C(C1=NC=CC(=C1)OC1=C(C=C(C=O)C=C1F)F)(F)F